NC1=CC(=C(C(=O)OC)C=C1)C=1N=NN(N1)CCCCCC methyl 4-amino-2-(2-hexyl-2H-1,2,3,4-tetrazol-5-yl)benzoate